ClC1=C(C=CC(=C1)C(C(=O)N)OC1=CC=C(C=C1)C)C(C(=O)N)OC1=CC=C(C=C1)C 2-Chlorobenzene-1,4-diylbis[2-(4-methylphenoxy)acetamide]